N1N=NN=C1C=1OC2=C(C1C(=O)N)C=CC=C2 (1H-tetrazol-5-yl)benzofuran-3-carboxamide